tetramethyl-7-oxa-3,20-diazadispiro-(5.1.11.2)heneicosan CC1(C(C2(CCN1)OC1(CCCCCCCCCCC1)NC2)(C)C)C